CC1=NN2C(N(CCC2)C(CCC(=O)NC2=C(C=NO2)C2=CC=CC=C2)=O)=C1 4-(2-methyl-6,7-dihydropyrazolo[1,5-a]pyrimidin-4(5H)-yl)-4-oxo-N-(4-phenylisoxazol-5-yl)butanamide